[Br-].F[NH2+]CCC1=CC=CC=C1 fluorophenylethyl-ammonium bromide